O1C(CCCC1)OC1=CC(=CC=C1)OCOC 3-Methoxymethoxyphenyl 2-tetrahydropyranyl Ether